(S)-3-(2-(azepan-3-ylamino)-5-(trifluoromethyl)pyrimidin-4-yl)-1H-indole-7-carbonitrile N1C[C@H](CCCC1)NC1=NC=C(C(=N1)C1=CNC2=C(C=CC=C12)C#N)C(F)(F)F